FC1=CC(=CC2=CN(N=C12)C)C=1SC2=C(N1)SC(=C2)[C@H]2C[C@@H](NCC2)C 7-fluoro-2-methyl-5-{5-[(2S,4R)-2-methylpiperidin-4-yl]thieno[2,3-d][1,3]thiazol-2-yl}indazole